CN1CCN(CC1)C1=CC=C(C=O)C=C1 4-(4-methylpiperazin-1-yl)benzaldehyde